2,4-dimethyl-6-styrylphenol CC1=C(C(=CC(=C1)C)C=CC1=CC=CC=C1)O